benzyl (2S,4R)-4-hydroxy-2-(2-((tetrahydro-2H-pyran-2-yl)oxy)ethyl)pyrrolidine-1-carboxylate O[C@@H]1C[C@@H](N(C1)C(=O)OCC1=CC=CC=C1)CCOC1OCCCC1